N(6)-methyl-deoxyadenosine CNC=1C=2N=CN([C@H]3C[C@H](O)[C@@H](CO)O3)C2N=CN1